4-(1-(quinoxalin-6-yl)ethyl)piperazine-1-carboxylic acid tert-butyl ester C(C)(C)(C)OC(=O)N1CCN(CC1)C(C)C=1C=C2N=CC=NC2=CC1